N[C@H](CC1=C(C=2N=C(N=C(C2S1)NCC=1SC=CC1)Cl)Br)C1CC1 6-[(2R)-2-amino-2-cyclopropylethyl]-7-bromo-2-chloro-N-[(thiophen-2-yl)methyl]thieno[3,2-d]pyrimidin-4-amine